O1COC2=C1C=CC=C2OC2=CC(=C(C=C2)C(=O)C2=CNC=1N=CN=C(C12)Cl)Cl (4-(benzo[d][1,3]dioxol-4-yloxy)-2-Chlorophenyl)(4-chloro-7H-pyrrolo[2,3-d]pyrimidin-5-yl)methanone